C(CC)(=O)OC1=NC=CC=C1 pyridine-2-Yl propionate